(2R,3R)-2-(2,4-difluorophenyl)-3-((2-(pyridin-4-yl)propan-2-yl)disulfanyl)-1-(1H-1,2,4-triazol-1-yl)butan-2-ol FC1=C(C=CC(=C1)F)[C@@](CN1N=CN=C1)([C@@H](C)SSC(C)(C)C1=CC=NC=C1)O